COC(C1=C(C(=CC(=C1)C=O)[N+](=O)[O-])F)=O 2-fluoro-5-formyl-3-nitrobenzoic acid methyl ester